6-(9-ethyl-9H-carbazol-3-yl)-4-(methylthio)pyridin-2-amine C(C)N1C2=CC=CC=C2C=2C=C(C=CC12)C1=CC(=CC(=N1)N)SC